(1aR,5aR)-2-(4-Trifluoromethyl-pyridin-2-yl)-1a,2,5,5a-tetrahydro-1H-2,3-diaza-cyclopropa[a]pentalene-4-carboxylic acid (2-hydroxy-1,1-dimethylethyl)-amide OCC(C)(C)NC(=O)C=1C=2C[C@@H]3[C@H](C2N(N1)C1=NC=CC(=C1)C(F)(F)F)C3